tert-Butyl 3-((5-(methylcarbamoyl)-1H-pyrrolo[2,3-b]pyridin-4-yl)amino)-8-azabicyclo[3.2.1]octane-8-carboxylate CNC(=O)C=1C(=C2C(=NC1)NC=C2)NC2CC1CCC(C2)N1C(=O)OC(C)(C)C